(2R,3R,4S,5R,6R)-5-hydroxy-N-((1S,2S)-2-hydroxycyclohexyl)-6-(hydroxymethyl)-3-methoxy-N-(m-tolyl)-4-(4-(3,4,5-trifluorophenyl)-1H-1,2,3-triazol-1-yl)tetrahydro-2H-pyran-2-carboxamide O[C@@H]1[C@@H]([C@H]([C@@H](O[C@@H]1CO)C(=O)N(C=1C=C(C=CC1)C)[C@@H]1[C@H](CCCC1)O)OC)N1N=NC(=C1)C1=CC(=C(C(=C1)F)F)F